ClC1=NC2=C(C(=C(C(=C2C(=N1)O)O[C@@H](C)[C@@H]1[C@@H]2CC[C@H](CN1)N2C(=O)[O-])Cl)C=2C(=CC=C1C=NN(C21)C)F)F (1S,2S,5R)-2-((1S)-1-((2,6-dichloro-8-fluoro-7-(6-fluoro-1-methyl-1H-indazol-7-yl)-4-hydroxyquinazolin-5-yl)oxy)ethyl)-3,8-diazabicyclo[3.2.1]octane-8-carboxylate